C(C)(=O)C1=CN(C2=CC=C(C=C12)C=1C=NC(=NC1)C)CC(=O)NC(C(=O)NC=1C(=C(C=CC1)C1=C(C=CC=C1)Cl)F)CC(F)(F)F 2-(2-(3-acetyl-5-(2-methylpyrimidin-5-yl)-1H-indol-1-yl)acetamido)-N-(2'-chloro-2-fluorobiphenyl-3-yl)-4,4,4-trifluorobutanamide